[Te].C(CCCCCCC)(=O)O octanoic acid tellurium